isoindolin C1NCC2=CC=CC=C12